C(C(O)CCCCCCC=CCCCCCCCCCCCCCC)(=O)OCCC propyl cerebronate